3-[4-(2,3-dichlorophenyl)piperazin-1-yl]-1-[10,11-dihydro-5H-dibenzo[b,f]azepin-5-yl]propan-1-one oxalate C(C(=O)O)(=O)O.ClC1=C(C=CC=C1Cl)N1CCN(CC1)CCC(=O)N1C2=C(CCC3=C1C=CC=C3)C=CC=C2